CC1=C(C=CC=2S(C3=C(C(NC21)=O)C=CC=C3)(=O)=O)C(=O)NCC3=CN=C(S3)C3=CC=C(OCCCN2[C@@H](CCC2)C(=O)OC)C=C3 methyl (3-(4-(5-((9-methyl-5,5-dioxido-11-oxo-10,11-dihydrodibenzo[b,f][1,4]thiazepine-8-carboxamido)methyl)thiazol-2-yl)phenoxy)propyl)-L-prolinate